(S,E)-4-benzylidene-5-oxopyrrolidine-1,2-dicarboxylate C(/C1=CC=CC=C1)=C\1/C[C@H](N(C1=O)C(=O)[O-])C(=O)[O-]